9-Benzyl-N-methyl-N-(2-methylquinolin-4-yl)-9H-carbazol-3-amine C(C1=CC=CC=C1)N1C2=CC=CC=C2C=2C=C(C=CC12)N(C1=CC(=NC2=CC=CC=C12)C)C